BrC1CC2(CCN2C(=O)OC(C)(C)C)C1 tert-Butyl 6-bromo-1-azaspiro[3.3]heptane-1-carboxylate